C(C=C)(=O)N1[C@H](CN(CC1)C1=CC(=NC=2CN(CCC12)C1=CC=CC2=CC=CC(=C12)C)C(=O)NC[C@@H]1NCC(C1)(F)F)CC#N 4-((S)-4-acryloyl-3-(cyanomethyl)piperazin-1-yl)-N-(((R)-4,4-difluoropyrrolidin-2-yl)methyl)-7-(8-methylnaphthalen-1-yl)-5,6,7,8-tetrahydro-1,7-naphthyridine-2-carboxamide